tert-butyl (S)-N-{1-[8-({8-fluoro-2-methylimidazo[1,2-a]pyridin-6-yl}carbamoyl)-2-methoxyquinoxalin-5-yl]pyrrolidin-3-yl}-N-methylcarbamate FC=1C=2N(C=C(C1)NC(=O)C=1C=CC(=C3N=CC(=NC13)OC)N1C[C@H](CC1)N(C(OC(C)(C)C)=O)C)C=C(N2)C